quinolin-4-yl (4-((3-(p-bromophenylseleno) prop-1-en-1-yl) oxy) benzyl) carbonate C(OC1=CC=NC2=CC=CC=C12)(OCC1=CC=C(C=C1)OC=CC[Se]C1=CC=C(C=C1)Br)=O